5-[(2R)-4-[4-chloro-2-(difluoromethyl)benzoyl]-2-ethylpiperazin-1-yl]-2'-ethoxy-N-[2-(methylamino)ethyl]-[2,3'-bipyridine]-6-carboxamide ClC1=CC(=C(C(=O)N2C[C@H](N(CC2)C=2C=CC(=NC2C(=O)NCCNC)C=2C(=NC=CC2)OCC)CC)C=C1)C(F)F